dirubidium phosphate P(=O)([O-])([O-])O.[Rb+].[Rb+]